7-((8-methylphthalazin-6-yl)ethynyl)-3-((3-(morpholinomethyl)-5-(trifluoromethyl)phenyl)thio)furo[3,2-c]pyridine CC=1C=C(C=C2C=NN=CC12)C#CC=1C2=C(C=NC1)C(=CO2)SC2=CC(=CC(=C2)C(F)(F)F)CN2CCOCC2